ClCCCN1C(=O)N(C)C=2N=CN(C)C2C1=O 1-(3-chloropropyl)theobromine